ClC1=NC=CC(=C1)CC1=CC(=CC=C1)C(F)(F)F 2-chloro-4-{[3-(trifluoromethyl)phenyl]methyl}pyridine